2-(2,2-difluoropropyl)-N-{8-fluoro-2-methylimidazo[1,2-a]pyridin-6-yl}-4-(piperazin-1-yl)indazole-7-carboxamide FC(CN1N=C2C(=CC=C(C2=C1)N1CCNCC1)C(=O)NC=1C=C(C=2N(C1)C=C(N2)C)F)(C)F